OC1=C(C=CC=C1)CC1=CC=C(C=C1)O 2-hydroxyphenyl-4-hydroxyphenylmethane